(2,4-dimethoxybenzyl)-2-[4-(2-methoxyethyl)-1H-pyrazol-1-yl]-5-nitrobenzene-sulfonamide COC1=C(CC=2C(=C(C=C(C2)[N+](=O)[O-])S(=O)(=O)N)N2N=CC(=C2)CCOC)C=CC(=C1)OC